FC(C1=CC=C(C=C1)NC(N)=S)(F)F 3-[4-(trifluoromethyl)phenyl]Thiourea